C(C)(C)(C)OC(=O)N1C(C2(CC1)CCNCC2)C2=NC=C(C=C2)C=2C=1N(C=C(C2)OCC)N=C2C1C=NN2 (5-(6-ethoxy-1H-pyrazolo[3',4':3,4]pyrazolo[1,5-a]pyridin-4-yl)pyridin-2-yl)-2,8-diazaspiro[4.5]decane-2-carboxylic acid tert-butyl ester